13-chlorodibenzo[f,h][1]benzofuro[2,3-b]quinoxaline ClC=1C=CC2=C(C1)C=1C(=NC=3C4=C(C5=C(C3N1)C=CC=C5)C=CC=C4)O2